((6-methoxy-2-methyl-1,2,3,4-tetrahydroisoquinolin-7-yl)amino)-5-((2-(methylsulfonyl)phenyl)amino)-1,2,4-triazine-6-carboxamide COC=1C=C2CCN(CC2=CC1NC=1N=NC(=C(N1)NC1=C(C=CC=C1)S(=O)(=O)C)C(=O)N)C